C(C)(=O)C1=CN(C2=CC=C(C=C12)C=1C=NC(=NC1)C)CC(=O)N1NC(CC1)C(=O)NC=1C(=C(C=CC1)C1=C(C=CC=C1)Cl)F (2-(3-acetyl-5-(2-methylpyrimidin-5-yl)-1H-indol-1-yl)acetyl)-N-(2'-chloro-2-fluoro-[1,1'-biphenyl]-3-yl)pyrazolidine-3-carboxamide